FC=1C=NC=2N(C1)N=CC2NC(=O)C=2C(=NC=1N(C2)C=C(N1)[C@@]12CO[C@@](CC1)(C2)C)OC(C)C N-(6-fluoropyrazolo[1,5-a]pyrimidin-3-yl)-7-isopropoxy-2-((1S,4R)-1-methyl-2-oxabicyclo[2.2.1]heptan-4-yl)imidazo[1,2-a]pyrimidine-6-carboxamide